C(CCC)N1C(C2=CC=CC=C2CC1)C#CC1=CC=C(C=C1)OC 2-butyl-1-((4-methoxyphenyl)ethynyl)-1,2,3,4-tetrahydroisoquinoline